N1=CC=C(C=C1)C1=CC=C(C=C1)B1OC(C)(C)C(C)(C)O1 4-(4-pyridyl)phenylboronic acid pinacol ester